6-[(7S)-2-{3-[4-(3-Methanesulfonylpyridin-2-yl)phenyl]-1H-pyrazolo[3,4-b]pyridin-5-yl}-6,7,8,9-tetrahydro-5H-benzo[7]annulen-7-yl]-3-oxa-6-azabicyclo[3.1.1]heptane CS(=O)(=O)C=1C(=NC=CC1)C1=CC=C(C=C1)C1=NNC2=NC=C(C=C21)C=2C=CC1=C(CC[C@H](CC1)N1C3COCC1C3)C2